C(C)OC(/C=C/C=1C=C2CC(N(C(C2=CC1)C)C(=O)OC(C)(C)C)C)=O tert-butyl (E)-6-(3-ethoxy-3-oxoprop-1-en-1-yl)-1,3-dimethyl-3,4-dihydroisoquinoline-2(1H)-carboxylate